5-[3-(cyclopropylmethoxy)-5-methylsulfonylphenyl]-1,3-dimethylpyridin-2-one C1(CC1)COC=1C=C(C=C(C1)S(=O)(=O)C)C=1C=C(C(N(C1)C)=O)C